ClC1=CC2=C(N=C(N=C2)SC)N(C1=O)C(C)C 6-Chloro-8-isopropyl-2-(methylthio)pyrido[2,3-d]pyrimidin-7(8H)-one